C1=CC=CC=2C(C3=C(CCC21)C=CC=C3)NC(=S)NS(=O)(=O)C=3C(=C(C2=C(CC(O2)(C)C)C3C)C)C N-((10,11-dihydro-5H-dibenzo[a,d][7]annulene-5-yl)carbamothioyl)-2,2,4,6,7-pentamethyl-2,3-dihydrobenzofuran-5-sulfonamide